benzyl N-[[(1R,3S)-3-aminocyclopentyl]methyl]carbamate N[C@@H]1C[C@@H](CC1)CNC(OCC1=CC=CC=C1)=O